CN1N=CC(=C1)C=1C=CC=2N(N1)C(=NN2)[C@@H](C)C=2C=C1C=CC=NC1=CC2 (S)-6-(1-(6-(1-Methyl-1H-Pyrazol-4-Yl)[1,2,4]Triazolo[4,3-B]Pyridazin-3-Yl)Ethyl)Quinoline